deoxyribosyl-thymidine Tert-butyl-N-[2-[2-[3-(dibenzylamino)-2-fluoro-1-methyl-propoxy]ethoxy]ethyl]carbamate C(C)(C)(C)N(C(=O)OC[C@@H]1[C@H](C[C@@](O1)(N1C(=O)NC(=O)C(C)=C1)C1C[C@H](O)[C@H](O1)CO)O)CCOCCOC(C(CN(CC1=CC=CC=C1)CC1=CC=CC=C1)F)C